7-methoxy-1-(4-(S-methylsulfonimidoyl)benzyl)-1,3-dihydro-2H-imidazo[4,5-c]quinolin-2-one COC=1C=CC=2C3=C(C=NC2C1)NC(N3CC3=CC=C(C=C3)S(=O)(=N)C)=O